C(C)N(C(=O)C=1C=CC=2C(C3=CC=CC=C3OC2C1)=C1CC2CCC(C1)N2)CC 9-(8-azabicyclo[3.2.1]oct-3-ylidene)-9H-Xanthene-3-carboxylic acid diethylamide